6-[(3,5-difluoropyridin-2-yl)-amino]-N-ethoxy-4-((5-fluoro-3-(5-fluoropyrimidin-2-yl)-2-methoxyphenyl)amino)pyridine-3-carboxamide FC=1C(=NC=C(C1)F)NC1=CC(=C(C=N1)C(=O)NOCC)NC1=C(C(=CC(=C1)F)C1=NC=C(C=N1)F)OC